NCC=1C=NC(=NC1)C1=C(C=C(C#N)C=C1)C(=O)C=1C=NN(C1)C1=NC=CC=C1 4-[5-(aminomethyl)pyrimidin-2-yl]-3-(1-pyridin-2-ylpyrazole-4-carbonyl)benzonitrile